C(C=1C(N)=CC=CC1)(=O)[O-].[Na+] Natrium anthranilat